O1C(C1)COCC(COCC1OC1)C(COCC1OC1)COCC1OC1 2,2'-(((2-(1,3-bis(oxiran-2-ylmethoxy)propan-2-yl)propane-1,3-diyl)bis(oxy))bis(methylene))bis(oxirane)